FC1=CC=C(C=C1)C1=NOC(=N1)C1CCN(CC1)C(CC1=NN=NN1C)=O 1-(4-(3-(4-fluorophenyl)-1,2,4-oxadiazol-5-yl)piperidin-1-yl)-2-(1-methyl-1H-tetrazol-5-yl)ethan-1-one